CC1(C2=CC=CC=C2N(C=2C=CC=CC12)C=1C=C(C=C(C1N1C=2C=CC=CC2C(C2=CC=CC=C12)(C)C)N1C=2C=CC=CC2C(C2=CC=CC=C12)(C)C)C1=CC=C(C=C1)C=1OC2=C(N1)C=CC=C2)C 2-(3',4',5'-tris(9,9-dimethylacridin-10(9H)-yl)-[1,1'-biphenyl]-4-yl)benzo[d]oxazole